(7S)-3-cyclopropyl-9-(2,6-difluorophenyl)-7-methyl-16-thia-2,4,5,8-tetraazatetracyclo[8.6.0.02,6.011,15]Hexadeca-1(10),3,5,8,11(15)-pentaene-13-carboxylic acid ethyl ester C(C)OC(=O)C1CC=2C=3C(=N[C@H](C4=NN=C(N4C3SC2C1)C1CC1)C)C1=C(C=CC=C1F)F